9-bromo-10-(naphthalen-2-yl-d7)anthracene-1,2,3,4,5,6,7,8-d8 BrC=1C2=C(C(=C(C(=C2C(=C2C(=C(C(=C(C12)[2H])[2H])[2H])[2H])C1=C(C2=C(C(=C(C(=C2C(=C1[2H])[2H])[2H])[2H])[2H])[2H])[2H])[2H])[2H])[2H])[2H]